O=[Ti] oxo-titanium